ClC=1C=C(C=CC1)C=1C=C(C(=NC1)C(=O)OC)O methyl 5-(3-chlorophenyl)-3-hydroxypicolinate